BrC1=C(C=NN(C1=O)C)N[C@@H]1C[C@@H](CN(C1)C)C1=CC=C(C(=O)N2CCC(CC2)CC2=CC(=C(C=C2)C2C(NC(CC2)=O)=O)F)C=C1 3-[4-[[1-[4-[(3R,5R)-5-[(5-bromo-1-methyl-6-oxo-pyridazin-4-yl)amino]-1-methyl-3-piperidyl]benzoyl]-4-piperidyl]methyl]-2-fluoro-phenyl]piperidine-2,6-dione